N-methyl-1-propyl-1H-pyrazole-4-sulfonamide CNS(=O)(=O)C=1C=NN(C1)CCC